2-(2-pyridyldithio)-3-pyridinamine N1=C(C=CC=C1)SSC1=NC=CC=C1N